(3S)-5-(2-azaspiro[3.3]heptan-2-ylmethyl)-2-(2-(3-acetyl-5-(2-methylpyrimidin-5-yl)-1H-indazol-1-yl)acetyl)-N-(6-bromo-3-methylpyridin-2-yl)-2-azabicyclo[3.1.0]hexane-3-carboxamide C1N(CC12CCC2)CC21C[C@H](N(C1C2)C(CN2N=C(C1=CC(=CC=C21)C=2C=NC(=NC2)C)C(C)=O)=O)C(=O)NC2=NC(=CC=C2C)Br